C(C)OC(=O)C=1CN(CCC1OS(=O)(=O)C(F)(F)F)C(=O)OC(C)(C)C 4-(((trifluoromethyl)sulfonyl)oxy)-5,6-dihydropyridine-1,3(2H)-dicarboxylic acid 1-tert-butyl ester 3-ethyl ester